CC1(C(NC(N1)=O)=O)C dimethyl-hydantoine